4-CYCLOPROPYL-3-(4-(DIMETHYLAMINO)PHENYL)-N-(2-(TRIFLUOROMETHYL)PYRIDIN-4-YL)ISOTHIAZOLE-5-CARBOXAMIDE C1(CC1)C=1C(=NSC1C(=O)NC1=CC(=NC=C1)C(F)(F)F)C1=CC=C(C=C1)N(C)C